7-Hydroxy-1-methyl-5-nitroindole-2,3-dione OC=1C=C(C=C2C(C(N(C12)C)=O)=O)[N+](=O)[O-]